C(=O)O.C(C)C1=C(C(=CC=C1)CC)N1CC(C1)C1=CC(=C(CN2CCC(CC2)C(=O)O)C(=C1)C)C 1-(4-(1-(2,6-diethylphenyl)azetidin-3-yl)-2,6-dimethylbenzyl)piperidine-4-carboxylic acid, formic acid salt